O[C@H]1[C@H](CC[C@@H](C1)NC(OC(C)(C)C)=O)NC(OCC1=CC=CC=C1)=O benzyl tert-butyl ((1S,2R,4S)-2-hydroxycyclohexane-1,4-diyl)dicarbamate